1-[(4-bromophenyl)methyl]-2-ethylimidazole BrC1=CC=C(C=C1)CN1C(=NC=C1)CC